6-(4-(4-fluorophenyl)-1-(3-fluoropropyl)-1H-imidazol-5-yl)imidazo[1,2-b]pyridazine-3-carbonitrile FC1=CC=C(C=C1)C=1N=CN(C1C=1C=CC=2N(N1)C(=CN2)C#N)CCCF